FC1=CC=C(C=C1)C1N(CCC1)C(=O)C1=NC(=CC(=C1)C)O (2-(4-fluorophenyl)pyrrolidin-1-yl)(6-hydroxy-4-methylpyridin-2-yl)methanone